tert-butyl ((3-fluorobicyclo[1.1.1]pentan-1-yl)methyl)((3R)-1-(6-(1-(4-(6-(pyrrolidin-1-yl)pyrazin-2-yl)-1H-1,2,3-triazol-1-yl)ethyl)pyridin-3-yl)piperidin-3-yl)carbamate FC12CC(C1)(C2)CN(C(OC(C)(C)C)=O)[C@H]2CN(CCC2)C=2C=NC(=CC2)C(C)N2N=NC(=C2)C2=NC(=CN=C2)N2CCCC2